Tert-butyl (R)-3-((S)-3-(3-bromophenyl)-1-isopropoxy-1-oxopropan-2-yl)pyrrolidine-1-carboxylate BrC=1C=C(C=CC1)C[C@H](C(=O)OC(C)C)[C@@H]1CN(CC1)C(=O)OC(C)(C)C